(S)-2-((tert-butoxycarbonyl)(methyl)amino)-5-ureidopentanoic acid C(C)(C)(C)OC(=O)N([C@H](C(=O)O)CCCNC(=O)N)C